[F-].C(C(=C)C)(=O)O[NH3+] methacryloxyammonium fluoride salt